1-(9Z,12Z,15Z-octadecatrienoyl)-2-eicosanoyl-glycero-3-phosphoserine CCCCCCCCCCCCCCCCCCCC(=O)O[C@H](COC(=O)CCCCCCC/C=C\C/C=C\C/C=C\CC)COP(=O)(O)OC[C@@H](C(=O)O)N